tert-butyl-2-(4-(4-(4-(2,6-difluorobenzyl)-5-oxo-4,5-dihydro-1H-1,2,4-triazol-1-yl) phenoxy) pyridin-2-yl)-2,7-diazaspiro[3.5]nonane-7-carboxylate C(C)(C)(C)OC(=O)N1CCC2(CN(C2)C2=NC=CC(=C2)OC2=CC=C(C=C2)N2N=CN(C2=O)CC2=C(C=CC=C2F)F)CC1